C1(CC1)C(=O)C1=CC=C(C=C1)OC cyclopropyl-(4-methoxyphenyl)methanone